4-((4-hydroxypyrrolo[2,3-b]pyridin-1-yl)methyl)phenylboronic acid OC1=C2C(=NC=C1)N(C=C2)CC2=CC=C(C=C2)B(O)O